C(CCCC)(=O)NC=1C=C(SC1)C1=CN=CC(=N1)C=1CCN(CC1)C(=O)OC(C)(C)C Tertbutyl 4-(6-(4-pentamidothiophen-2-yl) pyrazin-2-yl)-3,6-dihydropyridin-1(2H)-carboxylate